4-(2-cyclopropylethoxy)-11-oxo-7-(thiazol-2-yl)-1,2,7,11-tetrahydrobenzofuro[4,5-e]pyrido[1,2-c][1,3]oxazine-10-carboxylic acid C1(CC1)CCOC1=CC2=C(C=3N(C(O2)C=2SC=CN2)C=C(C(C3)=O)C(=O)O)C=3CCOC31